ethynyldimethyl-fluorosilane C(#C)[Si](F)(C)C